N-(1-(3-chloro-phenyl)-2-hydroxy-ethyl)-1-(2-((2,2-difluoro-benzo[d][1,3]dioxol-5-yl)amino)-5-methyl-pyrimidin-4-yl)-1H-pyrrole-3-carboxamide ClC=1C=C(C=CC1)C(CO)NC(=O)C1=CN(C=C1)C1=NC(=NC=C1C)NC1=CC2=C(OC(O2)(F)F)C=C1